2-(chloromethyl)-3-[[1-(fluoromethyl)cyclopropyl]Methyl]benzimidazole-5-carboxylic acid ethyl ester C(C)OC(=O)C1=CC2=C(N=C(N2CC2(CC2)CF)CCl)C=C1